C(=CCCCCC=CCC)C1=CC(=C(C=C1)O)OC 4-(deca-1,7-dien-1-yl)-2-methoxyphenol